Cl.BrC=1C=C(N2N=CN=C(C21)N)C2CCNCC2 5-bromo-7-(piperidine-4-yl)pyrrolo[2,1-f][1,2,4]triazine-4-amine hydrochloride